(5R,8R)-N-(2,4-dichloro-6-methylbenzyl)-5-fluoro-8-hydroxy-5,6,7,8-tetrahydroquinoline-5-carboxamide ClC1=C(CNC(=O)[C@@]2(C=3C=CC=NC3[C@@H](CC2)O)F)C(=CC(=C1)Cl)C